ClC1=CN=C(S1)C=1CN(CC1)C(=O)OC(C)(C)C tert-butyl 3-(5-chlorothiazol-2-yl)-2,5-dihydropyrrole-1-carboxylate